Cl.NC\C=C(\CN1C(=NC2=C1C=C(C=C2C2=CC=C(C=C2)S(N(C)C)(=O)=O)C(=O)OC)C)/F Methyl (Z)-1-(4-amino-2-fluorobut-2-en-1-yl)-4-(4-(N,N-dimethylsulfamoyl)phenyl)-2-methyl-1H-benzo[d]imidazol-6-carboxylate Hydrochloride